C(C)N(S(=O)(=O)C=1C=NC=C(C1)N1CCOCC1)C(C(F)(F)F)C1=CC=C(C=C1)F N-ethyl-5-morpholino-N-(2,2,2-trifluoro-1-(4-fluorophenyl)ethyl)pyridine-3-sulfonamide